[Te].[Sn] tin Tellurium